ClC=1N=C(N=NC1C#N)N1CC(CCC1)N1C(N(CC1)C)=O 5-chloro-3-(3-(3-methyl-2-oxoimidazolin-1-yl)piperidin-1-yl)-1,2,4-triazine-6-carbonitrile